C(C=C)(=O)N1CCC(CC1)(C(=O)NC1=CC=C(C=C1)C1=CC2=C(N=CN=C2N2CCOCC2)N1)C acryloyl-4-methyl-N-(4-(4-morpholino-7H-pyrrolo[2,3-d]pyrimidin-6-yl)phenyl)piperidine-4-carboxamide